ClC=1C(=NC(=CC1)C1=C(C=C(C=C1)C(F)(F)F)Cl)C(=O)OCC#C Prop-2-yn-1-yl 3-chloro-6-(2-chloro-4-(trifluoromethyl) phenyl)picolinate